N-(3,4-methylenedioxyphenyl)-1-(4-(hydroxycarbamoyl)benzyl)-1H-indole-6-carboxamide C1OC=2C=C(C=CC2O1)NC(=O)C1=CC=C2C=CN(C2=C1)CC1=CC=C(C=C1)C(NO)=O